ClC1=C(C=CC=C1)S(=O)(=O)CC1=CC=C(N)C=C1 4-(((2-chlorophenyl)sulfonyl)methyl)aniline